5,12b-(epiminoethano)naphtho[2,1-g]quinolin-10-one C1=CC=CC2=C3C=C4C=C5C=CC(N=C5C=C4C12CCN3)=O